1-methyl-4-ethylpiperazine CN1CCN(CC1)CC